(2,6-dioxopiperidin-3-yl)-2,5-dioxo-2,5-dihydro-1H-pyrrol O=C1NC(CCC1N1C(C=CC1=O)=O)=O